C(C1=CC=CC=C1)C1=NC(=NN1)C(=O)NC1CCC2=C(N(C1=O)C)C=C(C=C2)N2CC1(C2)CCCCC1 5-benzyl-N-(1-methyl-2-oxo-8-(2-azaspiro[3.5]nonan-2-yl)-2,3,4,5-tetrahydro-1H-benzo[b]azepin-3-yl)-1H-1,2,4-triazole-3-carboxamide